benzyl (E)-3-(2,5-diphenyl-4-(trifluoromethyl)-1H-pyrrol-3-yl)acrylate C1(=CC=CC=C1)C=1NC(=C(C1/C=C/C(=O)OCC1=CC=CC=C1)C(F)(F)F)C1=CC=CC=C1